ClC1=CC(=NC(=C1)Cl)C(=O)NC1=CC=CC=C1 4,6-Dichloro-N-phenylpyridineamide